C(C)(C)N(P(OCCC#N)OCCSCCP(=O)(OC)OC)C(C)C 2-Cyanoethyl (2-((2-(dimethoxyphosphoryl)ethyl)thio)ethyl) diisopropylphosphoramidite